N-(8-amino-5-methyl-2,7-naphthyridin-3-yl)cyclopropanecarboxamide NC=1N=CC(=C2C=C(N=CC12)NC(=O)C1CC1)C